5'-chloro-2'-[3-(1H-imidazol-1-ylmethyl)piperidine-1-carbonyl]-7',8'-dihydro-6'H-spiro[cyclohexane-1,9'-furo[2,3-f]quinazoline]-7'-one ClC=1C=C2C(=C3C4(NC(NC13)=O)CCCCC4)OC(=C2)C(=O)N2CC(CCC2)CN2C=NC=C2